(S)-3-amino-2-(4-(hydroxymethyl)phenyl)-N-(isoquinolin-6-yl)propanamide monotosylate S(=O)(=O)(O)C1=CC=C(C)C=C1.NC[C@@H](C(=O)NC=1C=C2C=CN=CC2=CC1)C1=CC=C(C=C1)CO